2-tert-butyl-9,10-di(naphth-2-yl)anthracene tetrahydro-2-furanylmethyl-4-(3-hydroxyphenyl)-7-(2-methoxyphenyl)-2-methyl-5-oxo-1,4,5,6,7,8-hexahydro-3-quinolinecarboxylate O1C(=CC=C1)CC1(NC2CC(CC(C2C(C1C(=O)O)C1=CC(=CC=C1)O)=O)C1=C(C=CC=C1)OC)C.C(C)(C)(C)C1=CC2=C(C3=CC=CC=C3C(=C2C=C1)C1=CC2=CC=CC=C2C=C1)C1=CC2=CC=CC=C2C=C1